COC1=C(C(=CC(=C1)S(=O)(=O)C)C)B1OC(C(O1)(C)C)(C)C 2-(2-methoxy-6-methyl-4-methylsulfonyl-phenyl)-4,4,5,5-tetramethyl-1,3,2-dioxaborolane